5-chloro-6-(4-fluorophenyl)picolinic acid methyl ester COC(C1=NC(=C(C=C1)Cl)C1=CC=C(C=C1)F)=O